4-((10-aminodecyl)amino)-2-(2,6-dioxopiperidin-3-yl)isoindole-1,3-dione NCCCCCCCCCCNC1=C2C(N(C(C2=CC=C1)=O)C1C(NC(CC1)=O)=O)=O